(5-amino-2-sulfophenyl)aminoethanol NC=1C=CC(=C(C1)NC(C)O)S(=O)(=O)O